Natrium (S)-3-(3-(2-Methoxyphenoxy)phenyl)-3-(3-(1-Methyl-4-oxido-2-oxo-1,2-Dihydropyridin-3-yl)ureido)propanoat COC1=C(OC=2C=C(C=CC2)[C@H](CC(=O)[O-])NC(=O)NC=2C(N(C=CC2[O-])C)=O)C=CC=C1.[Na+].[Na+]